Cl.C1(CC1)C1=NC=CC(=C1)C1=NSC(=N1)[C@@H](C)N (1R)-1-[3-(2-cyclopropyl-4-pyridyl)-1,2,4-thiadiazol-5-yl]ethanamine hydrochloride